CC1=C(C(=O)Cl)C=CC(=C1)C 2,4-dimethylbenzoyl chloride